(1-(cyclopropylmethyl)piperidin-3-yl)(naphthalen-1-yl)methanone C1(CC1)CN1CC(CCC1)C(=O)C1=CC=CC2=CC=CC=C12